lithium 2-oxazolidinone salt O1C(NCC1)=O.[Li]